FC1=CC=C(C=N1)CN1[C@@H](CCN2C1=NC(=CC2=O)N2[C@@H](COCC2)C)C(F)(F)F (S)-9-(6-Fluoropyridin-3-ylmethyl)-2-((R)-3-methylmorpholin-4-yl)-8-trifluoromethyl-6,7,8,9-tetrahydro-pyrimido[1,2-a]-pyrimidin-4-one